[7-([2-fluoro-4-[3-(hydroxymethyl)pyrazol-1-yl]phenyl]amino)-1,6-naphthyridin-2-yl](piperidin-4-yl)methanol FC1=C(C=CC(=C1)N1N=C(C=C1)CO)NC1=NC=C2C=CC(=NC2=C1)C(O)C1CCNCC1